tetramethylenediamine diacetate C(C)(=O)O.C(C)(=O)O.NCCCCN